(2r,1'r,3'r)-3-(2-cyclopentyl-2-phenyl-2-hydroxyacetoxy)-1-methyl-1-methoxycarbonylmethyl-pyrrolidinium bromide [Br-].C1(CCCC1)[C@@](C(=O)OC1C[N+](CC1)(CC(=O)OC)C)(O)C1=CC=CC=C1